t-butyl-imidazol C(C)(C)(C)C=1NC=CN1